ethyl 5-(7-chloro-8-fluoro-2-(((2R,7aS)-2-fluorotetrahydro-1H-pyrrolizin-7a(5H)-yl)methoxy)-1,6-naphthyridin-4-yl)-5,6,7,8-tetrahydro-4H-pyrazolo[1,5-a][1,4]diazepine-2-carboxylate ClC1=NC=C2C(=CC(=NC2=C1F)OC[C@]12CCCN2C[C@@H](C1)F)N1CC=2N(CCC1)N=C(C2)C(=O)OCC